ClC1=CC=C(C=N1)N1C(NC=2C=NC=CC21)=O 1-(6-chloro-3-pyridinyl)-3H-imidazo[4,5-c]pyridin-2-one